tert-butyl 9-(2-hydroxyethyl)-3-azaspiro[5.5]undecan-3-carboxylate OCCC1CCC2(CCN(CC2)C(=O)OC(C)(C)C)CC1